2'-hydroxy-4-methoxybenzophenone OC1=C(C=CC=C1)C(C1=CC=C(C=C1)OC)=O